N-((2S)-3-cyclohexyl-1-((2,6-piperidinedione-3-yl)amino)-1-oxopropan-2-yl)nonanamide C1(CCCCC1)C[C@@H](C(=O)NC1C(NC(CC1)=O)=O)NC(CCCCCCCC)=O